racemic-(cis)-10-(3-((bis(4-methoxyphenyl)-(phenyl)methoxy)-methyl)-4-(hydroxymethyl)-3,4-dimethylpyrrolidin-1-yl)-10-oxodecanoic acid lithium [Li].COC1=CC=C(C=C1)C(OC[C@@]1(CN(C[C@]1(C)CO)C(CCCCCCCCC(=O)O)=O)C)(C1=CC=CC=C1)C1=CC=C(C=C1)OC